tert-butyl (3aS,7aS)-5-{2-[(1r,4r)-4-({2,3,5-trifluoro-4-[(4-methoxyphenyl)methoxy]benzamido}methyl)cyclohexyl]-2H-indazol-6-yl}octahydro-2H-pyrrolo[3,4-c]pyridine-2-carboxylate FC1=C(C(=O)NCC2CCC(CC2)N2N=C3C=C(C=CC3=C2)N2C[C@@H]3[C@H](CC2)CN(C3)C(=O)OC(C)(C)C)C=C(C(=C1F)OCC1=CC=C(C=C1)OC)F